C(\C=C\C)(=O)OCCC Propyl crotonate